4-(4-((1-(5-amino-2-fluoro-3-methylphenyl)ethyl)amino)-2-methylquinolin-6-yl)-2-oxopyridin NC=1C=C(C(=C(C1)C(C)NC1=CC(=NC2=CC=C(C=C12)C1=CC(NC=C1)=O)C)F)C